NC1=C(C(=NN1C)C1=CC(CC1)C1=CC=CC=C1)C(=O)NC1=CC(=C(C=C1)F)Cl 5-Amino-N-(3-chloro-4-fluorophenyl)-1-methyl-3-(3-phenylcyclopent-1-en-1-yl)-1H-pyrazole-4-carboxamide